di(amidosulfuric acid) cobalt (II) [Co+2].S(O)(=O)(=O)N.S(O)(=O)(=O)N